2-((3-chloro-2-fluoro-4-(4-hydroxy-3-isopropylbenzyl)-5-methylbenzyl)thio)acetic acid ClC=1C(=C(CSCC(=O)O)C=C(C1CC1=CC(=C(C=C1)O)C(C)C)C)F